3-(1-benzyl-pyrazol-4-yl)-5-dimethylphosphoryl-pyridine C(C1=CC=CC=C1)N1N=CC(=C1)C=1C=NC=C(C1)P(=O)(C)C